Methyl (2e)-2-[2-[[(e)-(5-bromoindan-1-ylidene)amino]oxymethyl]-3-methyl-phenyl]-2-methoxyimino-acetate BrC=1C=C2CC/C(/C2=CC1)=N\OCC1=C(C=CC=C1C)\C(\C(=O)OC)=N/OC